BrC1=CC2=C(N(C=N2)CC)C=C1 5-bromo-1-ethyl-1,3-benzodiazole